icos-6-ene CCCCCC=CCCCCCCCCCCCCC